CC(C(C(=O)O)C1=CC=CC=C1)C#CC1=CC=CC=C1.CS(=O)(=O)NC=1SC=C(N1)C(=O)NCC1=NNC(=C1)C1=CC=CC=C1 2-(methylsulfonylamino)-N-((5-phenyl-1H-pyrazol-3-yl)methyl)thiazole-4-carboxamide 3-methyl-2,5-diphenyl-4-pentynoate